O1C(=NC2=C1N=CC=C2)C2=CC=C(C=C2)N(C2=CC=C(C=C2)C2=CC=CC1=CC=CC=C21)C2=CC=C(C=C2)C=2OC1=C(N2)C=CC=N1 Bis(4-(7-azabenzoxazol-2-yl)-phenyl)-(4-naphthalen-1-yl-phenyl)-Amine